C(C)(C)S[Sn](SC1SCC1)(SC1SCC1)SC1SCC1 isopropylthiotris(thietanylthio)tin